(S)-1-(3-(4-amino-3-((6-fluoro-1-methyl-1H-benzo[d]imidazol-5-yl)ethynyl)-7-(oxazol-2-yl)-1H-pyrazolo[4,3-c]pyridin-1-yl)pyrrolidin-1-yl)prop-2-en-1-one NC1=NC=C(C2=C1C(=NN2[C@@H]2CN(CC2)C(C=C)=O)C#CC2=CC1=C(N(C=N1)C)C=C2F)C=2OC=CN2